stearyl icosenoate C(C=CCCCCCCCCCCCCCCCCC)(=O)OCCCCCCCCCCCCCCCCCC